FC(C(=O)O)(F)F.NC(CN(CCN1CCN(CC1)C(=O)OCC1=CC=CC=C1)C(=O)OC(C)(C)C)=O benzyl 4-[2-[(2-amino-2-oxo-ethyl)-tert-butoxycarbonyl-amino]ethyl]piperazine-1-carboxylate trifluoroacetate